FC1(C(C=2C(=CN(C2CC1)C1=C(C=CC=C1)F)C(F)(F)F)O)F 5,5-difluoro-1-(2-fluorophenyl)-3-(trifluoromethyl)-4,5,6,7-tetrahydro-1H-indol-4-ol